ClC1=C(C=C(C=C1)N1N=C(N=C1CNC(=O)NCC1=NC(=NN1C1=CC(=C(C=C1)Cl)F)C)C)CO 1-({1-[4-chloro-3-(hydroxymethyl)phenyl]-3-methyl-1H-1,2,4-triazol-5-yl}methyl)-3-{[1-(4-chloro-3-fluorophenyl)-3-methyl-1H-1,2,4-triazol-5-yl]methyl}urea